C(C)(C)(C)C1=NC(=NO1)C(=O)NCC1=C(C=C(C=C1)C1=NC=NN2C1=CC(=C2)C=2C=NN(C2)C)CC(F)F 5-(tert-butyl)-N-(2-(2,2-difluoroethyl)-4-(6-(1-methyl-1H-pyrazol-4-yl)pyrrolo[2,1-f][1,2,4]triazin-4-yl)benzyl)-1,2,4-oxadiazole-3-carboxamide